[C@@H]12C(CC[C@@H](C1(C)C)C2)=C (+)-beta-pinene